N1(CCC1)C=1C=C2C(=CN(C(C2=CN1)=O)C)C1=CC(=C(C(=C1)OC)CN1CCC(CC1)C1=CC=C2CN(C(C2=C1)=O)C1C(N(C(CC1)=O)C(=O)O)=O)OC 3-[6-[1-([4-[6-(azetidin-1-yl)-2-methyl-1-oxo-2,7-naphthyridin-4-yl]-2,6-dimethoxyphenyl]methyl)piperidin-4-yl]-1-oxo-3H-isoindol-2-yl]piperidine-2,6-dionecarboxylic acid